NC=1C=CC(=C2CN(C(C12)=O)C(=O)OC(C)(C)C)C1=CN=C2N1C=CC(=C2)C#N tert-butyl 7-amino-4-(7-cyanoimidazo[1,2-a]pyridin-3-yl)-1-oxoisoindoline-2-carboxylate